2-((S)-1-(4-(4-chloro-6-((4-cyano-2-fluorobenzyl)oxy)pyridin-2-yl)piperazine-1-yl)ethyl)-1-(((S)-oxetan-2-yl)methyl)-1H-benzo[d]imidazole-6-carboxylic acid methyl ester COC(=O)C=1C=CC2=C(N(C(=N2)[C@H](C)N2CCN(CC2)C2=NC(=CC(=C2)Cl)OCC2=C(C=C(C=C2)C#N)F)C[C@H]2OCC2)C1